FC=1C=C(C=CC1)C1=CN(C2=NC=C(C=C21)C=2C(=NN(C2)C2CNCC2)OC)S(=O)(=O)C2=CC=C(C)C=C2 3-(3-fluorophenyl)-5-(3-methoxy-1-(pyrrolidin-3-yl)-1H-pyrazol-4-yl)-1-tosyl-1H-pyrrolo[2,3-b]pyridine